5-(2,2-difluorocyclopropyl)-1H-pyrazol-3-amine FC1(C(C1)C1=CC(=NN1)N)F